CN(C(=O)C1=CC2=C(N=C(N=C2)NC2=NC=C(C=C2)CN2CC(NCC2)C)N1C1CCCC1)C 7-cyclopentyl-2-[5-(3-methyl-piperazin-1-ylmethyl)-pyridin-2-ylamino]-7H-pyrrolo[2,3-d]pyrimidine-6-carboxylic acid dimethylamide